methanesulfonyl-urea CS(=O)(=O)NC(=O)N